CN1N=CC(=C1)CN1C=2N(C3=CC=C(C=C3C1=O)S(=O)(=O)NC1(CC1)C)CC1(N2)CCC1 4'-((1-methyl-1H-pyrazol-4-yl)methyl)-N-(1-methylcyclopropyl)-5'-oxo-4',5'-dihydro-1'H-spiro[cyclobutane-1,2'-imidazo[1,2-a]quinazoline]-7'-sulfonamide